tert-butyl ((1s,3s)-3-((4-methoxy-3-nitrobenzyl)oxy)cyclobutyl)carbamate COC1=C(C=C(COC2CC(C2)NC(OC(C)(C)C)=O)C=C1)[N+](=O)[O-]